2-(4-bromo-2-(difluoromethoxy)phenyl)acetic acid methyl ester COC(CC1=C(C=C(C=C1)Br)OC(F)F)=O